C(#N)C1=CC=2N(N=C1)C(=CC2)C2=CC(=C(C=N2)C2=NN=C(S2)N2C[C@H]1CC[C@@H](C2)C1(C)NC(C)=O)NC(C)C N-((1R,5S,8s)-3-(5-(6-(3-cyanopyrrolo[1,2-b]pyridazin-7-yl)-4-(isopropylamino)pyridin-3-yl)-1,3,4-thiadiazol-2-yl)-8-methyl-3-azabicyclo[3.2.1]oct-8-yl)acetamide